(S)-2-(3-((S)-1-carboxy-4-(octyloxy)-4-oxobutyl)ureido)glutaric acid C(=O)(O)[C@H](CCC(=O)OCCCCCCCC)NC(N[C@H](C(=O)O)CCC(=O)O)=O